1,1'-bis((1H-benzo[d]imidazol-2-yl)methyl)-2,2'-bipyrrolidine N1C(=NC2=C1C=CC=C2)CN2C(CCC2)C2N(CCC2)CC2=NC1=C(N2)C=CC=C1